C(C1=CC=CC=C1)(=O)[C@H]1CC[C@H](CC1)N(C(OC(C)(C)C)=O)C tert-butyl (cis-4-benzoylcyclohexyl)(methyl)carbamate